O1CCC2(CC1)OC1=C(C(C2)=O)C=CC=C1 2',3',5',6'-tetrahydrospiro[benzopyran-2,4'-pyran]-4-one